2-(4-(4-bromobutoxy)phenyl)-7-hydroxy-8-methoxy-4H-chromen-4-one BrCCCCOC1=CC=C(C=C1)C=1OC2=C(C(=CC=C2C(C1)=O)O)OC